7-methyl-5-(pyridin-3-yl)pyrazolo[1,5-a]Pyrimidine-3-carboxylic acid ethyl ester C(C)OC(=O)C=1C=NN2C1N=C(C=C2C)C=2C=NC=CC2